F[C@H]1C[C@H](NC1)C(=O)N (2S,4S)-4-fluoropyrrolidine-2-carboxamide